(S)-tert-butyl 6-(1H-indazol-5-yl)-3-methyl-3,4-dihydropyridine-1(2H)-carboxylate N1N=CC2=CC(=CC=C12)C1=CC[C@@H](CN1C(=O)OC(C)(C)C)C